5-(tert-butyl)benzo[b]thiophene-7-carbonitrile C(C)(C)(C)C1=CC2=C(SC=C2)C(=C1)C#N